para-styrenesulfonate C=CC1=CC=C(C=C1)S(=O)(=O)[O-]